N1(C=CC2=CC=CC=C12)C1=NC(=NC=C1)NC=1C(=CC(=C(C1)NC(C(=C)C)=O)N(C)CCN(C)C)OC N-(5-((4-(1H-Indol-1-yl)pyrimidin-2-yl)amino)-2-((2-(dimethylamino)ethyl)(methyl)amino)-4-methoxyphenyl)methacrylamide